1-(4-Chloro-8-methylbenzo[4,5]imidazo[1,2-a]pyridin-3-yl)azetidin-3-yl 4-methylbenzenesulfonate CC1=CC=C(C=C1)S(=O)(=O)OC1CN(C1)C1=C(C=2N(C=C1)C1=C(N2)C=CC(=C1)C)Cl